(S)-N-(1-(2-Fluoro-4-methylphenyl)ethyl)-2-(1-isopropyl-3-methyl-4-oxo-1,4-dihydro-5H-pyrazolo[3,4-d]pyridazin-5-yl)acetamid FC1=C(C=CC(=C1)C)[C@H](C)NC(CN1N=CC2=C(C1=O)C(=NN2C(C)C)C)=O